4,4,5,5-tetramethyl-[1,3,2]dioxaborolan-2-yl-benzoic acid-2-trimethylsilanyl-ethyl ester C[Si](CCOC(C1=C(C=CC=C1)B1OC(C(O1)(C)C)(C)C)=O)(C)C